3-((3-bromo-5-morpholinophenyl)sulfonyl)-N-ethylazetidine-1-carboxamide BrC=1C=C(C=C(C1)N1CCOCC1)S(=O)(=O)C1CN(C1)C(=O)NCC